methyl 5-{5-chloro-3-[(3,5-difluorophenyl)methoxy]pyridin-2-yl}-1-methylpyrrole-3-carboxylate ClC=1C=C(C(=NC1)C1=CC(=CN1C)C(=O)OC)OCC1=CC(=CC(=C1)F)F